C(C)(C)(C)C1=NC(=NO1)C(=O)NCC1=C(C=C(C=C1)C1=NC=NC=C1OCCN(C(C=C)=O)C)C 5-(tert-butyl)-N-(2-methyl-4-(5-(2-(N-methylacrylamido)ethoxy)-pyrimidin-4-yl)benzyl)1,2,4-oxadiazole-3-carboxamide